OC1=CC=C(C=C1)N1C(N(CC1)C1=NC(=CC=C1)C1=NN=CN1C(C)C)=O 1-(4-hydroxyphenyl)-3-(6-(4-isopropyl-4H-1,2,4-triazol-3-yl)pyridin-2-yl)imidazolidin-2-one